FC(C(C)(C)NC(=O)C1[C@H]2CN(C[C@@H]12)C(=O)OC(C)(C)C)(F)F tert-butyl (1R,5S,6r)-6-[(1,1,1-trifluoro-2-methylpropan-2-yl) carbamoyl]-3-azabicyclo[3.1.0]hexane-3-carboxylate